CN1N=CC(=C1C)NC1=NC(=NC=C1)C1=CC=C(C=C1)N1C(NCC1)=O 1-(4-(4-((1,5-dimethyl-1H-pyrazol-4-yl)amino)pyrimidin-2-yl)phenyl)imidazolidin-2-one